C(C1=CC=CC=C1)(C1=CC=CC=C1)N1C=NC2=C1C=C(C=C2)NCCN(C)C N1-(1-benzhydryl-1H-benzo[d]imidazol-6-yl)-N2,N2-dimethylethane-1,2-diamine